Copper indium tin sulfide [Sn]=S.[In].[Cu]